Br/C=C/C=1C(=NC(N([C@H]2[C@H](O)[C@H](O)[C@@H](CO)O2)C1)=O)N (E)-5-(2-Bromovinyl)cytidine